FC1=C(CN2CCN(C3=CC=CC=C23)C(=O)NCC2CCNCC2)C=CC=C1 4-(2-fluorobenzyl)-N-(piperidin-4-ylmethyl)-3,4-dihydroquinoxaline-1(2H)-carboxamide